COCCO[C@@H]1C[C@H](C1)NC1=NN2C(C=N1)=C(C=C2)C2=NC1=CC=CN=C1C=C2 N-(trans-3-(2-methoxyethoxy)cyclobutyl)-5-(1,5-naphthyridin-2-yl)pyrrolo[2,1-f][1,2,4]triazin-2-amine